C(C)(=O)OC1=C(C=C(C=C1)Cl)C=1C2=C(N=CN1)N(C=C2CC(=O)[O-])C 4-(2-acetoxy-5-chlorophenyl)-7-methyl-7H-pyrrolo[2,3-d]pyrimidin-5-acetate